NC1=NC(=C(C2=CC=C(C(=C12)Br)Cl)OCC1=CC=CC=C1)C(=O)OC Methyl 1-amino-4-(benzyloxy)-8-bromo-7-chloroisoquinoline-3-carboxylate